C([O-])(O)=O.[Li+].[Mg+2].C([O-])(O)=O.C([O-])(O)=O magnesium lithium bicarbonate